COC(=O)C1=NN(C2=CC=C(C=C12)Br)C1CC(CC1)(F)F 5-bromo-1-(3,3-difluorocyclopentyl)-1H-indazole-3-carboxylic acid methyl ester